N-[3-fluoro-4-[[6-methoxy-7-(2-methoxyethoxy)-1,5-naphthyridin-4-yl]oxy]phenyl]-1-(4-fluorophenyl)-4,6-dimethyl-2-oxopyridine-3-carboxamide FC=1C=C(C=CC1OC1=CC=NC2=CC(=C(N=C12)OC)OCCOC)NC(=O)C=1C(N(C(=CC1C)C)C1=CC=C(C=C1)F)=O